Pyrrole-5-carboxamide dihydrochloride Cl.Cl.N1C=CC=C1C(=O)N